3-(3,4-Difluorophenyl)-1-[4-(4-hydroxypiperidin-1-yl)phenyl]prop-2-en-1-one FC=1C=C(C=CC1F)C=CC(=O)C1=CC=C(C=C1)N1CCC(CC1)O